N-(3-(4-amino-7-(trans-3-(hydroxymethyl)cyclobutyl)-7H-pyrrolo[2,3-d]pyrimidin-5-yl)benzyl)methanesulfonamide NC=1C2=C(N=CN1)N(C=C2C=2C=C(CNS(=O)(=O)C)C=CC2)[C@@H]2C[C@H](C2)CO